[N-](C#N)C#N.C1(=CC=CC=C1)[S+](C1=CC=CC=C1)C1=CC=CC=C1 triphenylsulfonium dicyanamide salt